6-(2-hydroxy-2-methylpropoxy)-4-(1',2',3',6'-tetrahydro-[2,4'-bipyridin]-5-yl)pyrazolo[1,5-a]pyridine-3-carbonitrile hydrogen chloride Cl.OC(COC=1C=C(C=2N(C1)N=CC2C#N)C=2C=CC(=NC2)C=2CCNCC2)(C)C